(S)-N-(3,5-Dimethyl-1H-pyrazol-4-yl)-6-(4-ethyl-3-(hydroxymethyl)-5-oxo-4,5-dihydro-1H-1,2,4-triazol-1-yl)-5-fluoro-2-((1,1,1-trifluoropropan-2-yl)oxy)nicotinamide CC1=NNC(=C1NC(C1=C(N=C(C(=C1)F)N1N=C(N(C1=O)CC)CO)O[C@H](C(F)(F)F)C)=O)C